1-(4-(bis(2,3-dihydrobenzo[b][1,4]dioxin-6-yl)methyl)piperazine-1-carbonyl)-1H-benzo[d][1,2,3]triazole-5-carbonitrile O1C2=C(OCC1)C=C(C=C2)C(N2CCN(CC2)C(=O)N2N=NC1=C2C=CC(=C1)C#N)C1=CC2=C(OCCO2)C=C1